CC1(C2(CCC1CC2)CO)C {7,7-dimethylbicyclo[2.2.1]heptan-1-yl}methanol